C(C1=CC=CC=C1)(=O)N1CC(C2(CN3C(S2)CC[C@@H]3C3=CC(=CC(=C3)F)F)CC1)=O (5'R)-1-benzoyl-5'-(3,5-difluorophenyl)tetrahydro-3'H-spiro[piperidine-4,2'-pyrrolo[2,1-b]thiazol]-3-one